BrC1=CC=C2N=CC(=NC2=C1)OC1CCN(CC1)C 7-bromo-2-((1-methylpiperidin-4-yl)oxy)quinoxaline